3-Methyl-4-aminophenol CC=1C=C(C=CC1N)O